3-chloro-5-fluoro-4-(6-((6-((2-hydroxyethyl)amino)pyrimidin-4-yl)amino)-1H-pyrazolo[4,3-c]pyridin-1-yl)benzonitrile ClC=1C=C(C#N)C=C(C1N1N=CC=2C=NC(=CC21)NC2=NC=NC(=C2)NCCO)F